BrC1=CC=2N(C(=C1NC(=O)C1=CC(=NN1C1=NC=CC=C1Cl)Br)C(=O)NCCOC)N=CC2 5-bromo-6-(3-bromo-1-(3-chloropyridin-2-yl)-1H-pyrazole-5-carboxamido)-N-(2-methoxyethyl)pyrazolo[1,5-a]pyridine-7-carboxamide